6-[1-[[4-[5-(difluoromethyl)-1,3,4-oxadiazol-2-yl]phenyl]methyl]pyrazol-4-yl]-2,3-dihydro-isoindol-1-one FC(C1=NN=C(O1)C1=CC=C(C=C1)CN1N=CC(=C1)C1=CC=C2CNC(C2=C1)=O)F